racemic-tert-butyl 3-{3-[1-(4-amino-3-methyl-1H-pyrazolo[3,4-d]pyrimidin-1-yl)ethyl]-5-chloro-2-methoxy-6-methylphenyl}azetidine-1-carboxylate NC1=C2C(=NC=N1)N(N=C2C)[C@H](C)C=2C(=C(C(=C(C2)Cl)C)C2CN(C2)C(=O)OC(C)(C)C)OC |r|